N'-(6-chloro-4-methylpyridazin-3-yl)-N,N-dimethylformamidine ClC1=CC(=C(N=N1)N=CN(C)C)C